(R)-N'-((8-allyl-1,2,3,5,6,7-hexahydro-s-indacen-4-yl)carbamoyl)-5-(2-hydroxypropan-2-yl)-1-phenyl-1H-pyrazole C(C=C)C=1C=2CCCC2C(=C2CCCC12)NC(=O)N1N(C(=CC1)C(C)(C)O)C1=CC=CC=C1